[Si](C)(C)(C(C)(C)C)OC[C@H](CN1N=CC(=C1)C1=CC=C(C=C1)OC1=NC=C(C=C1F)Cl)NC(OC(C)(C)C)=O tert-butyl (S)-(1-((tert-butyldimethylsilyl)oxy)-3-(4-(4-((5-chloro-3-fluoropyridin-2-yl)oxy)phenyl)-1H-pyrazol-1-yl)propan-2-yl)carbamate